(2-(4-Iodophenyl)-3-(4-nitrophenyl)-5-phenyl-2H-tetrazolium) chloride [Cl-].IC1=CC=C(C=C1)N1[NH2+]C(=NN1C1=CC=C(C=C1)[N+](=O)[O-])C1=CC=CC=C1